(2-isocyano-5-methylphenyl)(phenyl)methanone [N+](#[C-])C1=C(C=C(C=C1)C)C(=O)C1=CC=CC=C1